6-chloro-3-isopropyl-N-(pyrimidin-2-ylmethyl)-[1,2,4]triazolo[4,3-b]pyridazin-8-amine ClC=1C=C(C=2N(N1)C(=NN2)C(C)C)NCC2=NC=CC=N2